(R)-tert-butyl 3-(((4-fluoro-3-iodo-1-methyl-1H-indazol-5-yl)oxy)methyl)pyrrolidine-1-carboxylate FC1=C2C(=NN(C2=CC=C1OC[C@H]1CN(CC1)C(=O)OC(C)(C)C)C)I